O[C@@]1(C(N(CC1)C)=O)C1=CC(=NO1)C=1C=C(C=CC1)C=1SC(=C(N1)C(=O)N)C(C)C (R)-2-(3-(5-(3-hydroxy-1-methyl-2-oxopyrrolidin-3-yl)isoxazol-3-yl)phenyl)-5-isopropylthiazole-4-carboxamide